BrC1=C2C(N(C(=NC2=CC=C1C)N1CCOCC1)C)=O bromo-3,6-dimethyl-2-morpholinoquinazolin-4(3H)-one